mercapto-3-methoxypropyl-silane S[SiH2]CCCOC